FC1(C[C@H](CN(C1)C(=O)OC1=CC=C(C=C1)Cl)N1C(CCCC1)=O)F 4-chlorophenyl (3'R)-5',5'-difluoro-2-oxo[1,3'-bipiperidine]-1'-carboxylate